C(CCCCCCC\C=C/CCCCCCCC)(=O)OC1=CC=C(C=C1)CC(=O)OCCC1CCNCC1 4-(2-(2-(4-(oleoyloxy)phenyl)acetoxy)ethyl)piperidin